C1=CC=CN2CC=C3C(=C12)OC1=C3C=CC=C1 [1]benzofuro[2,3-a]quinolizine